ClC=1C(=NC(=NC1)NC1=CC(=C(C=C1)N1CCNCC1)OC)NC1=C(C#N)C(=CC=C1)OCC1=C(C=CC=C1)F 2-((5-chloro-2-((3-methoxy-4-(piperazin-1-yl)phenyl)amino)pyrimidin-4-yl)amino)-6-((2-fluorobenzyl)oxy)benzonitrile